4-propylcyclohexyl ((S)-1-(((S)-1-hydroxy-3-((S)-2-oxopyrrolidin-3-yl)propan-2-yl)amino)-4-methyl-1-oxopentan-2-yl)carbamate OC[C@H](C[C@H]1C(NCC1)=O)NC([C@H](CC(C)C)NC(OC1CCC(CC1)CCC)=O)=O